3,6-diphenyl-carbazole C1(=CC=CC=C1)C=1C=CC=2NC3=CC=C(C=C3C2C1)C1=CC=CC=C1